2-Chloro-4-(1H-pyrazol-5-yl)benzonitrile ClC1=C(C#N)C=CC(=C1)C1=CC=NN1